3-(benzyloxy)-5-(1-isopropyl-1H-pyrazol-4-yl)-4-methyl-picolinic acid C(C1=CC=CC=C1)OC=1C(=NC=C(C1C)C=1C=NN(C1)C(C)C)C(=O)O